vinyl-hexahydro-2H-azepine (-)-diisopropyl-d-tartrate C(C)(C)[C@@]([C@@](C(=O)O)(O)C(C)C)(O)C(=O)O.C(=C)N1CCCCCC1